FC1(CN(C1)C1=CC=2N(N=C1OCC1=NC=3CCN(CC3C=C1)C1COC1)C(=NN2)C2=NOC(=C2)C)F 3-(7-(3,3-Difluoroazetidin-1-yl)-6-((6-(oxetan-3-yl)-5,6,7,8-tetrahydro-1,6-naphthyridin-2-yl)methoxy)-[1,2,4]triazolo[4,3-b]pyridazin-3-yl)-5-methylisoxazole